S1C(=CC=C1)CCCN racemic-thiophenpropylamine